2,2-Dimethyl-heptan-3,5-dion CC(C)(C(CC(CC)=O)=O)C